F[C@H]1CN(CC[C@H]1NC1=CC=CC2=C1SC(=C2CC(F)(F)F)I)C2CCOCC2 (3S,4R)-3-fluoro-N-(2-iodo-3-(2,2,2-trifluoroethyl)benzo[b]thiophen-7-yl)-1-(tetrahydro-2H-pyran-4-yl)piperidin-4-amine